O=C1NC(CCC1N1C(N(C2=C1C=CC(=C2)CCCCC2CCN(CC2)C(=O)OC(C)(C)C)C)=O)=O 1-Tert-butyl 4-[4-[1-(2,6-dioxo-3-piperidyl)-3-methyl-2-oxo-benzimidazol-5-yl]butyl]piperidine-1-carboxylate